COC1=CC=C(C=C1)C(CC(C#N)C#N)=O [2-(4-methoxyphenyl)-2-oxoethyl]malononitrile